heptadecafluorotridecane FC(C(C(C(C(C(C(C(F)(F)F)(F)F)(F)F)(F)F)(F)F)(F)F)(F)F)(CCCCC)F